C(C)(C)(C)C1CN(C2C(O1)CNC2)CC2=CC=CC=C2 tert-butyl-4-benzylhexahydropyrrolo[3,4-b][1,4]oxazine